bis(3-cyclohexyl-4-hydroxy-6-methylphenyl)-3-hydroxyphenylmethane C1(CCCCC1)C=1C=C(C(=CC1O)C)C(C1=CC(=CC=C1)O)C1=CC(=C(C=C1C)O)C1CCCCC1